5-(3-cyanophenyl)-N-(3-(2-(pyrrolidin-1-yl)propyl)-1,2,4-thiadiazol-5-yl)furan-3-carboxamide C(#N)C=1C=C(C=CC1)C1=CC(=CO1)C(=O)NC1=NC(=NS1)CC(C)N1CCCC1